CC1=CC=CC(=N1)C1=NC2=C(N1C=1C=CC=3N(C1)C(=CN3)C#N)CCC2 6-(2-(6-methylpyridin-2-yl)-5,6-dihydro-cyclopenta[d]imidazol-1(4H)-yl)imidazo[1,2-a]pyridine-3-carbonitrile